4-fluoro-N-[(1S)-2-hydroxy-1-[3-(1H-indazol-3-yl)-1,2,4-oxadiazol-5-yl]ethyl]benzamide FC1=CC=C(C(=O)N[C@@H](CO)C2=NC(=NO2)C2=NNC3=CC=CC=C23)C=C1